BrC1=NC(=C2NC=NC2=N1)N bromo-adenine